C(C)C(C(CC1=CNC2=CC=CC=C12)[N+]#[C-])O ethyl-3-(1H-indol-3-yl)-2-isocyanopropanol